N-(2-chloro-3-((3,5-dimethyl-4-oxo-3,4-dihydroquinazolin-6-yl)amino)-4-fluorophenyl)pyrrolidine-1-sulfonamide ClC1=C(C=CC(=C1NC=1C(=C2C(N(C=NC2=CC1)C)=O)C)F)NS(=O)(=O)N1CCCC1